(2-((tert-butoxycarbonyl)amino)cyclopentyl)methyl methanesulfonate CS(=O)(=O)OCC1C(CCC1)NC(=O)OC(C)(C)C